4-{[2-(3-{[2-(methylsulfanyl)pyrimidin-5-yl]amino}prop-1-yn-1-yl)-1-(2,2,2-trifluoroethyl)-1H-indol-4-yl]amino}-1λ6-thiane-1,1-dione CSC1=NC=C(C=N1)NCC#CC=1N(C2=CC=CC(=C2C1)NC1CCS(CC1)(=O)=O)CC(F)(F)F